3-(benzyloxy)-1-methyl-cyclobutan-1-ol C(C1=CC=CC=C1)OC1CC(C1)(O)C